C(C)N1CC(N(CC1)C)C(=O)OC methyl 4-ethyl-1-methylpiperazine-2-carboxylate